1-((2R,4R)-2-methyl-4-(methyl(3-(trifluoromethyl)benzyl)amino)piperidine-1-carbonyl)-1H-pyrazole-3-carboxamide C[C@H]1N(CC[C@H](C1)N(CC1=CC(=CC=C1)C(F)(F)F)C)C(=O)N1N=C(C=C1)C(=O)N